3-((4'-amino-5-chloro-[1,1'-biphenyl]-3-yl)oxy)-1-((4-methyl-5-oxo-4,5-dihydro-1H-1,2,4-triazol-3-yl)methyl)-4-(trifluoromethyl)pyridin-2(1H)-one NC1=CC=C(C=C1)C1=CC(=CC(=C1)Cl)OC=1C(N(C=CC1C(F)(F)F)CC1=NNC(N1C)=O)=O